hydroxypropyl-methyl-trimethyl-ammonium chloride [Cl-].OCCCC[N+](C)(C)C